7-chloro-5-(2,5-dihydro-1H-pyrrol-3-yl)-4-hydroxy-1-phenylquinazolin-2(1H)-one ClC1=CC(=C2C(=NC(N(C2=C1)C1=CC=CC=C1)=O)O)C=1CNCC1